ClC1=CC2=C(N=C(S2)C23CC(C2)(C3)NC(=O)C3=CN=C(O3)C3(CC3)S(=O)(=O)C)C=C1 N-[1-(6-chloro-1,3-benzothiazol-2-yl)-3-bicyclo[1.1.1]pentanyl]-2-(1-methylsulfonylcyclopropyl)oxazole-5-carboxamide